tert-Butyl (3-((3-((6-bromo-1-(tetrahydro-2H-pyran-2-yl)-1H-indazol-4-yl)amino)propyl)amino)-3-oxopropyl)((2-chloro-[1,1'-biphenyl]-4-yl)methyl)carbamate BrC1=CC(=C2C=NN(C2=C1)C1OCCCC1)NCCCNC(CCN(C(OC(C)(C)C)=O)CC1=CC(=C(C=C1)C1=CC=CC=C1)Cl)=O